((2S,4R,5R)-4-acetoxy-5-(2-amino-7-isobutyl-8-oxo-7,8-dihydro-9H-purin-9-yl)tetrahydrofuran-2-yl)methylacetat C(C)(=O)O[C@@H]1C[C@H](O[C@H]1N1C2=NC(=NC=C2N(C1=O)CC(C)C)N)COC(C)=O